2-chloro-5-methyl-N-(1-phenylpropyl)pyrimidin-4-amine ClC1=NC=C(C(=N1)NC(CC)C1=CC=CC=C1)C